CC1(CC(C1)N1C(N([C@H](C1)C#N)C1=CN=CC2=CC=CC=C12)=O)C (R)-1-(3,3-dimethylcyclobutyl)-3-(isoquinolin-4-yl)-2-oxoimidazolidine-4-carbonitrile